cerium oxide europium [Eu+3].[O-2].[Ce+3].[O-2].[O-2]